C1NCCN2[C@@H]1C(NCCC2)=O (S)-octahydropyrazino[1,2-a][1,4]diazepin-10(2H)-one